Cl.CN(C\C=C/1\C(N(CC1C)C=1C=CC=2N=CN=C(C2N1)NC1=CC(=C(C=C1)OC1=CC2=C(N(C=N2)C)C=C1)C)=O)C (3E)-3-[2-(dimethylamino)ethylidene]-4-methyl-1-[4-({3-methyl-4-[(1-methyl-1,3-benzodiazol-5-yl)oxy]phenyl}amino)pyrido[3,2-d]pyrimidin-6-yl]pyrrolidin-2-one hydrochloride